NC1=C(C2=C(S1)C(=C(C=C2)Cl)O[Si](C)(C)C(C)(C)C)C(=O)OCC ethyl 2-amino-7-((tert-butyldimethylsilyl)oxy)-6-chlorobenzo[b]thiophene-3-carboxylate